2,6-dimethyl-cyclohexanone CC1C(C(CCC1)C)=O